C(CCCC)NC(C)CC1=CC=CC=C1 amylamphetamine